4-(2-{[(4AS,7aR)-1-methyl-octahydro-1H-cyclopenta[b]pyridin-4a-yl]methoxy}-7-(8-ethyl-7-fluoro-3-hydroxynaphthalen-1-yl)-8-fluoropyrido[4,3-d]pyrimidin-4-yl)-6-methyl-1,4-oxazepan-6-ol CN1[C@H]2[C@@](CCC1)(CCC2)COC=2N=C(C1=C(N2)C(=C(N=C1)C1=CC(=CC2=CC=C(C(=C12)CC)F)O)F)N1CCOCC(C1)(O)C